1,2-didodecanoyl-sn-glycerol 3-phosphate P(=O)(O)(O)OC[C@@H](COC(CCCCCCCCCCC)=O)OC(CCCCCCCCCCC)=O